6-(3-bromo-2,5-difluorobenzyl)-7-oxo-5-azaspiro[2.4]heptane-5-carboxylic acid tert-butyl ester C(C)(C)(C)OC(=O)N1CC2(CC2)C(C1CC1=C(C(=CC(=C1)F)Br)F)=O